N1(C=NC=C1)C1=CC=CC(=N1)C(=O)NC1=CC=CC=C1 6-(1H-imidazol-1-yl)-N-phenylpyridinecarboxamide